3-(2-fluorophenyl)pyrrolidine hydrochloride Cl.FC1=C(C=CC=C1)C1CNCC1